Methylkalium C[K]